tert-Butyl 11-oxo-3,4,8,9,10,11-hexahydro-1H-pyrido[4',3':3,4]pyrazolo-[1,5-a]azepine-2(7H)-carboxylate O=C1C=2N(CCCC1)N=C1C2CN(CC1)C(=O)OC(C)(C)C